FC1=C(C(CCO)(F)F)C=CC=C1 (trifluoro)toluene-ethanol